C(C=1C(C(=O)OCCCCC(=C)C)=CC=CC1)(=O)OCCCCC(=C)C di(5-methyl-5-hexenyl) phthalate